11-phenyl-6,11-dihydro-5H-pyrrolo[3,2-b:4,5-b']diindole C1(=CC=CC=C1)N1C2=C(NC3=CC=CC=C23)C=2NC=3C=CC=CC3C21